CC1=C(OC2=C(C=C(C=C2C1=O)C)[C@@H](C)OC1=CC=C(C(=C1C(=O)O)F)F)C1=CC2=CN(N=C2C=C1)C 6-[(1R)-1-[3,6-Dimethyl-2-(2-methylindazol-5-yl)-4-oxo-chromen-8-yl]ethoxy]-2,3-difluoro-benzoic acid